4-chloro-6-methylpyrrolo[2,1-f][1,2,4]triazine ClC1=NC=NN2C1=CC(=C2)C